2,4,6-trifluorotrifluoro-N-[6-(1-methyl-piperidine-4-carbonyl)-pyridin-2-yl]-benzamide hemi-succinate salt C(CCC(=O)O)(=O)O.FC1=C(C(=O)N(C2=NC(=CC=C2)C(=O)C2CCN(CC2)C)F)C(=C(C(=C1F)F)F)F.FC1=C(C(=O)N(F)C2=NC(=CC=C2)C(=O)C2CCN(CC2)C)C(=C(C(=C1F)F)F)F